OCCN(CCCCCCCCCC(=O)OC(CC)CC)CCCCC(=O)OC(CCCCCCCCC)CCCCCCCCC Pentan-3-yl 10-((2-hydroxyethyl)(5-(nonadecan-10-yloxy)-5-oxopentyl)amino)decanoate